FC1=C(C(=C(C(=C1F)C1=CC=C(C=C1)CC#N)F)F)C1=CC=C(C=C1)CC#N 2,2'-(2',3',5',6'-tetrafluoro-[1,1':4',1''-terphenyl]-4,4''-diyl)diacetonitril